1-((R)-3-(Azetidin-1-yl)-6,7-dihydro-5H-cyclopenta[c]pyridin-7-yl)-N-((cis)-3-(5-chloro-2-cyanophenyl)cyclobutyl)-1H-pyrazole-4-carboxamide N1(CCC1)C1=CC2=C(C=N1)[C@@H](CC2)N2N=CC(=C2)C(=O)N[C@@H]2C[C@@H](C2)C2=C(C=CC(=C2)Cl)C#N